N-((3R,5S)-5-((1H-Pyrazol-1-yl)methyl)-1-cyanopyrrolidin-3-yl)-3-(3-(trifluoromethoxy)phenyl)pyrrolidine-1-carboxamide N1(N=CC=C1)C[C@@H]1C[C@H](CN1C#N)NC(=O)N1CC(CC1)C1=CC(=CC=C1)OC(F)(F)F